P(OCC1=CC=CC=C1)(OCC1=CC=CC=C1)[O-] Dibenzyl phosphite